pentaerythritol dicrotonate C(\C=C\C)(=O)OCC(COC(\C=C\C)=O)(CO)CO